3-(7-(8-chloronaphthalen-1-yl)-8-fluoro-2-(2-(2-(trifluoromethyl)-1H-imidazol-1-yl)ethoxy)pyrido[4,3-d]pyrimidin-4-yl)-3,8-diazabicyclo[3.2.1]octan-6-ol ClC=1C=CC=C2C=CC=C(C12)C1=C(C=2N=C(N=C(C2C=N1)N1CC2CC(C(C1)N2)O)OCCN2C(=NC=C2)C(F)(F)F)F